C(C1=CC=CC=C1)N1CC=2C(N(C=3N=CC=CC3C2CC1)CC1=CN=C(S1)C)=O 3-Benzyl-6-((2-methylthiazol-5-yl)methyl)-2,3,4,6-tetrahydropyrido[3,4-c][1,8]naphthyridine-5(1H)-one